FC=1C=2N(C=C(C1)C=1C=C3C(NC(=NC3=C(C1)C)C1(CCN(CC1)C)F)=O)C=C(N2)C 6-(8-Fluoro-2-methylimidazo[1,2-a]Pyridine-6-yl)-2-(4-Fluoro-1-methylpiperidin-4-yl)-8-Methylquinazoline-4(3H)-one